bromine (3-ethoxy-3-oxo-propyl)zinc C(C)OC(CC[Zn])=O.[Br]